ClC1=C(C=C(C=C1)N1N=C(C2=NC(=CC=C21)C(=O)N2C(C(NCC2)=O)(C)C)C2CCOCC2)F 4-(1-(4-chloro-3-fluorophenyl)-3-(tetrahydro-2H-pyran-4-yl)-1H-pyrazolo[4,3-b]pyridine-5-carbonyl)-3,3-dimethyl-piperazin-2-one